NC(C(O)CC)(CO)C 2-amino-2-methyl-(ethyl)-1,3-propanediol